[K].OC1[C@H](O)[C@@H](O)[C@H](O[C@H]2[C@H](O)[C@@H](O)[C@@H](O)[C@H](O2)CO)[C@H](O1)CO Lactose potassium salt